4-((7-azaspiro[3.5]non-2-yl)methyl)-5-cyclopropyl-3-(2-(trifluoromethyl)phenyl)isoxazole C1C(CC12CCNCC2)CC=2C(=NOC2C2CC2)C2=C(C=CC=C2)C(F)(F)F